N-(4-hydroxyphenyl)pivalamide CC(C)(C)C(=O)NC1=CC=C(C=C1)O